CN1N=CC2=C1NC1=C(NC2)C=CC=C1 1-Methyl-1,4,5,10-tetra-hydrobenzo[b]pyrazolo-[3,4-e][1,4]diazepine